C1=NC=C(C2=CC=CC=C12)N1C(N(C[C@@H]1C#N)C1=NC=CC(=N1)C(F)(F)F)=O |r| Racemic-3-(isoquinolin-4-yl)-2-oxo-1-(4-(trifluoromethyl)pyrimidin-2-yl)imidazoline-4-carbonitrile